FC1(CC(C1)C1=NC=C(C=N1)C(=O)O)F 2-(3,3-difluorocyclobutyl)pyrimidine-5-carboxylic acid